4-azido-2,3,5,6-tetrafluorobenzoic acid N(=[N+]=[N-])C1=C(C(=C(C(=O)O)C(=C1F)F)F)F